ClC1=NC=C(C(=N1)NC1=C(C=C(C=C1)C(F)F)P(C)(C)=O)Cl (2-((2,5-dichloropyrimidin-4-yl)amino)-5-(difluoromethyl)phenyl)dimethylphosphine oxide